(1S)-1-[Benzyloxycarbonyl(Methyl)Amino]Ethyl[Tetrahydropyran-2-Yl](1E)-2,2,2-Trifluoro-N-Phenyl-Ethanimidate C(C1=CC=CC=C1)OC(=O)N([C@@H](C)C=1C(=C(C=CC1)/N=C(\C(F)(F)F)/[O-])C1OCCCC1)C